3-((2,4-dimethylthiazole-5-carboxamido)methyl)-5-(3-methylbenzyl)-4,5-dihydroisoxazole CC=1SC(=C(N1)C)C(=O)NCC1=NOC(C1)CC1=CC(=CC=C1)C